1-(4-(4-amino-7-(2-cyanoethyl)-7H-pyrrolo[2,3-d]pyrimidin-5-yl)phenyl)-3-(5-tert-butyl-isoxazol-3-yl)urea NC=1C2=C(N=CN1)N(C=C2C2=CC=C(C=C2)NC(=O)NC2=NOC(=C2)C(C)(C)C)CCC#N